1-(4-amino-5-methoxyisoindol-2-yl)ethane-1-one NC=1C2=CN(C=C2C=CC1OC)C(C)=O